N-[(1R,3S)-3-{[2-(trifluoromethyl)quinolin-4-yl]amino}cyclohexyl]cyclohexanecarboxamide FC(C1=NC2=CC=CC=C2C(=C1)N[C@@H]1C[C@@H](CCC1)NC(=O)C1CCCCC1)(F)F